5-[(6S)-2,2-difluoro-7-[(5-methoxy-7-methyl-1H-indol-4-yl)methyl]-7-azaspiro[3.5]nonan-6-yl]-4-(methylamino)pyrimidine-2-carboxylic acid FC1(CC2(C1)C[C@H](N(CC2)CC2=C1C=CNC1=C(C=C2OC)C)C=2C(=NC(=NC2)C(=O)O)NC)F